FC=1C=C(C(=NC1)C1=CC=2N(C=C1)C=C(N2)C(F)(F)F)C=2C=NN(C2)CC2(CCCC2)F 7-(5-fluoro-3-(1-((1-fluorocyclopentyl)methyl)-1H-pyrazol-4-yl)pyridin-2-yl)-2-(trifluoromethyl)imidazo[1,2-a]pyridine